C(C)(C)(C)OC(=O)N1CCN(CC1)C1CCC(CC1)NC1=NC(=NC=C1C(=O)OCC)NC=1C=NN(C1)C ethyl 4-(((1s,4s)-4-(4-(tert-butoxycarbonyl)piperazin-1-yl)cyclohexyl)amino)-2-((1-methyl-1H-pyrazol-4-yl)amino)pyrimidine-5-carboxylate